O-(1-oxaspiro(3.5)nonan-7-yl) hydrazinecarbothioate N(N)C(OC1CCC2(CCO2)CC1)=S